C(C1=CC=CC=C1)OC(=O)N[C@H]1CC2=C(CN(C1)C(=O)OCC1=CC=CC=C1)ON=C2C benzyl (S)-5-(((benzyloxy)carbonyl)amino)-3-methyl-4,5,6,8-tetrahydro-7H-isoxazolo[5,4-c]azepine-7-carboxylate